1-(3,3-difluoro-1-methyl-cyclobutyl)-3-[2,2-difluoro-1-(3-trifluoromethyl-phenyl)-ethyl]-urea FC1(CC(C1)(C)NC(=O)NC(C(F)F)C1=CC(=CC=C1)C(F)(F)F)F